C(C)(=O)OCCCCCCCCCCCCCC\C=C/C=C (15Z)-15,17-octadecadien-1-yl acetate